N[C@@H]1[C@H](COCC1)C1=C(C2=NC(=CC(=C2S1)NCC=1SC=CC1)Cl)Cl 2-((3R,4S)-4-aminotetrahydro-2H-pyran-3-yl)-3,5-dichloro-N-(thiophen-2-ylmethyl)thieno[3,2-b]pyridin-7-amine